3-(5-cyclopropyl-7-methoxy-1-oxoisoindolin-2-yl)piperidine-2,6-dione C1(CC1)C=1C=C2CN(C(C2=C(C1)OC)=O)C1C(NC(CC1)=O)=O